COC1CC(C1)NC1=NC(=NC(=N1)NC1=CC=NC=C1)C1=CC=CC=C1 N2-(3-methoxycyclobutyl)-6-phenyl-N'-(pyridin-4-yl)-1,3,5-triazine-2,4-diamine